1-[3-(2,4-dioxohexahydropyrimidin-1-yl)-1-methyl-indazol-6-yl]piperidine-4-carboxylic acid hydrochloride Cl.O=C1N(CCC(N1)=O)C1=NN(C2=CC(=CC=C12)N1CCC(CC1)C(=O)O)C